ammonium 4'-({1-[(4-cyclopropylphenyl)carbamoyl]-D-prolyl}amino)[1,1'-biphenyl]-4-carboxylate C1(CC1)C1=CC=C(C=C1)NC(=O)N1[C@H](CCC1)C(=O)NC1=CC=C(C=C1)C1=CC=C(C=C1)C(=O)[O-].[NH4+]